[Na+].C(C=C)(=O)NC(CS(=O)(=O)[O-])(C)C 2-acrylamido-2-methyl-propanesulphonic acid, sodium salt